(6aS,10S,10aS)-ethyl-3-chloro-7-(hydroxymethyl)-5-tosyl-5,6,6a,9,10,10a-hexahydrophenanthridine-10-carboxylate C(C)OC(=O)[C@H]1CC=C([C@H]2CN(C=3C=C(C=CC3[C@H]12)Cl)S(=O)(=O)C1=CC=C(C)C=C1)CO